(9Z,12Z)-10-dodecyl-3-ethyl-14-(2-((9Z,12Z)-octadeca-9,12-dienoyloxy)ethyl)-8,13-dioxo-7,9-dioxa-3,14-diazahexadecan-16-yloctadeca-9,12-dienoate C(CCCCCCCCCCC)C(OC(OCCCN(CC)CC)=O)CCC(N(CCOC(CCCCCCC\C=C/C\C=C/CCCCC)=O)CCOC(CCCCCCC\C=C/C\C=C/CCCCC)=O)=O